tert-Butyl 3-(4,4,5,5-tetramethyl-1,3,2-dioxaborolan-2-yl)-2,5-dihydropyrrole-1-carboxylate CC1(OB(OC1(C)C)C=1CN(CC1)C(=O)OC(C)(C)C)C